(2R,3S,4R,5R)-5-(4-amino-7H-pyrrolo[2,3-d]pyrimidin-7-yl)-3-methyl-2-((quinolin-7-yloxy)methyl)tetrahydrofuran-3,4-diol NC=1C2=C(N=CN1)N(C=C2)[C@H]2[C@@H]([C@@]([C@H](O2)COC2=CC=C1C=CC=NC1=C2)(O)C)O